(4-amino-7-fluoro-1,3-dihydrofuro[3,4-c]quinolin-8-yl)((3R)-3-(4-(trifluoromethyl)phenyl)-1-pyrrolidinyl)methanone NC1=NC=2C=C(C(=CC2C2=C1COC2)C(=O)N2C[C@H](CC2)C2=CC=C(C=C2)C(F)(F)F)F